FC1=C(C=C(C=C1)N1C(=NN=C1)C=1C=CC=2N(C1)C(=CN2)C2=CC=C(C=C2)NC(OC(C)(C)C)=O)OC tert-butyl N-[4-[6-[4-(4-fluoro-3-methoxy-phenyl)-1,2,4-triazol-3-yl]imidazo[1,2-a]pyridin-3-yl]phenyl]carbamate